tri-n-butylchlorotin C(CCC)[Sn](Cl)(CCCC)CCCC